tert-butyl 4-cyano-1,3-dihydroisoindole-2-carboxylate C(#N)C1=C2CN(CC2=CC=C1)C(=O)OC(C)(C)C